tert-butyl (2S,3R,4S)-2-(4-(4-((3-(3-fluoro-4-methoxyphenyl)imidazo[1,2-a]pyrazin-8-yl)amino)-2-methylbenzoyl)piperazine-1-carbonyl)-3,4-dihydroxypyrrolidine-1-carboxylate FC=1C=C(C=CC1OC)C1=CN=C2N1C=CN=C2NC2=CC(=C(C(=O)N1CCN(CC1)C(=O)[C@H]1N(C[C@@H]([C@@H]1O)O)C(=O)OC(C)(C)C)C=C2)C